ClC=1C=C(C(=NC1)OC1=CC=C2C(=N1)N=C(N2CC2(COC2)F)C(=O)NC2(CCS(CC2)(=O)=O)C)OCC(F)F 5-((5-chloro-3-(2,2-difluoroethoxy)pyridin-2-yl)oxy)-1-((3-fluorooxetan-3-yl)methyl)-N-(4-methyl-1,1-dioxidotetrahydro-2H-thiopyran-4-yl)-1H-imidazo[4,5-b]pyridine-2-carboxamide